ClC1=C2N(C(C(=N1)NCC1COCC1)=O)[C@@H](CC2)C(=O)OCC2=CC=CC=C2 benzyl (6S)-1-chloro-4-oxo-3-(((tetrahydrofuran-3-yl)methyl)amino)-4,6,7,8-tetrahydropyrrolo[1,2-a]pyrazine-6-carboxylate